(S)-4-(imidazo[1,2-a]pyrazin-3-yl)-7-((5-(2-(methoxymeth-yl)morpholino)pyridin-2-yl)amino)isoindolin-1-one N=1C=C(N2C1C=NC=C2)C2=C1CNC(C1=C(C=C2)NC2=NC=C(C=C2)N2C[C@H](OCC2)COC)=O